3-phenylpropylmethyldimethoxysilane C1(=CC=CC=C1)CCC[Si](OC)(OC)C